7-(3,4-dimethoxyphenyl)-N-(3-fluoro-4-(4-methylpiperazine-1-carbonyl)phenyl)pyrazolo[1,5-a]pyrimidine-2-carboxamide COC=1C=C(C=CC1OC)C1=CC=NC=2N1N=C(C2)C(=O)NC2=CC(=C(C=C2)C(=O)N2CCN(CC2)C)F